ClC1=C(C=C(OCCCC2=C(N(C3=C(C=CC=C23)C=2C(=NNC2C)C)CCN2CCOCC2)C(=O)OC(C)(C)C)C=C1C)C tert-butyl 3-(3-(4-chloro-3,5-dimethylphenoxy)propyl)-7-(3,5-dimethyl-1H-pyrazol-4-yl)-1-(2-morpholinoethyl)-1H-indole-2-carboxylate